3-[(4-{3-[(4-methyl-1,2,4-triazol-3-yl)methyl]oxetan-3-yl}-6-(6-{[(3S)-3-methylpiperidin-1-yl]methyl}-4-(methylsulfanyl)-1-oxo-3H-isoindol-2-yl)pyridin-2-yl)amino]propanenitrile CN1C(=NN=C1)CC1(COC1)C1=CC(=NC(=C1)N1C(C2=CC(=CC(=C2C1)SC)CN1C[C@H](CCC1)C)=O)NCCC#N